4-[(R)-2-methyl-2,3-dihydro-1,4-dioxa-5-aza-7-naphthylamino]-2-[p-(3-morpholinopropoxy)phenylamino]pyrimidine C[C@H]1OC2=CC(=CN=C2OC1)NC1=NC(=NC=C1)NC1=CC=C(C=C1)OCCCN1CCOCC1